(rac)-trans-Boc-amino-cyclopentanecarboxylic acid C(=O)(OC(C)(C)C)[C@H]1[C@](CCC1)(C(=O)O)N |r|